COC=1C=CC2=C(N=C(O2)C(=O)N)C1 5-methoxybenzo[d]oxazole-2-carboxamide